Cl.Cl.NCCNS(=O)(=O)C=1C=CC(=C2C=CN=CC12)Cl N-(2-aminoethyl)-5-chloroisoquinoline-8-sulfonamide dihydrochloride